2-(5-amino-2-(furan-2-yl)-7H-pyrazolo[4,3-e][1,2,4]triazolo[1,5-c]pyrimidin-7-yl)-2-(3-methoxyphenyl)propionic acid NC1=NC2=C(C=3N1N=C(N3)C=3OC=CC3)C=NN2C(C(=O)O)(C)C2=CC(=CC=C2)OC